1,1-diphenyl-2-pyrrolyl-hydrazine C1(=CC=CC=C1)N(NC=1NC=CC1)C1=CC=CC=C1